1-methyl-2-pyrrolaldehyde CN1C(=CC=C1)C=O